ClC=1C(=C(C#N)C=C(C1)C(C)(C)C1=CC=C(C=C1)OCC=1N=C(OC1)Cl)OCCCl 3-chloro-2-(2-chloroethoxy)-5-(2-(4-((2-chlorooxazol-4-yl)methoxy)phenyl)propan-2-yl)benzonitrile